N[C@H](C(=O)O)CCCCS (2S)-2-amino-6-sulfanyl-hexanoic acid